tert-butyl (1r,4r)-2,5-diazabicyclo[2.2.1]heptane-2-carboxylate [C@H]12N(C[C@H](NC1)C2)C(=O)OC(C)(C)C